C(C=C)N1N=C2C(N(C(C=C2N2[C@H](CN([C@@H](C2)C)[C@@H](C)C=2C=C3N=CC=NC3=CC2)C)=O)C)=C1 2-allyl-7-((2S,5R)-2,5-dimethyl-4-((S)-1-(quinoxalin-6-yl)ethyl)piperazin-1-yl)-4-methyl-2,4-dihydro-5H-pyrazolo[4,3-b]pyridin-5-one